2-chloro-5-methyl-1,3-benzoxazole ClC=1OC2=C(N1)C=C(C=C2)C